C1CC12C1(CC1)C2CCOC2=NNC=C2 3-(2-(dispiro[2.0.24.13]hept-7-yl)ethoxy)-1H-pyrazole